C(C)(=O)C1=CC=C(C=C1)NC(=O)N[C@@H](C(=O)O)C (2R)-2-([(4-ACETYLPHENYL)CARBAMOYL]AMINO)PROPANOIC ACID